2-{1-[5-(2,6-Dioxopiperidin-3-yl)pyridin-2-yl]Piperidin-4-yl}acetic acid tert-butyl ester C(C)(C)(C)OC(CC1CCN(CC1)C1=NC=C(C=C1)C1C(NC(CC1)=O)=O)=O